C(C)(C)(C)C=1C=C(CC2=C(C(=C(C(=C2C)CC2=CC(=C(C(=C2)C(C)(C)C)O)C(C)(C)C)C)CC2=CC(=C(C(=C2)C(C)(C)C)O)C(C)(C)C)C)C=C(C1O)C(C)(C)C 2,4,6-tris(3',5'-Ditert-butyl-4'-hydroxybenzyl)mesitylene